1-bromo-3-fluorobicyclo[1.1.1]pentane BrC12CC(C1)(C2)F